C1=CC=CC=2C3=CC=CC=C3N(C12)C=1C=C(NC2=CC=CC=C2)C=CC1 3-(9H-carbazol-9-yl)-N-phenylaniline